2-(2-ethoxy-5-((3-((4-hydroxybutyl)(methyl)amino)azetidin-1-yl)sulfonyl)phenyl)-5-methyl-7-propylimidazo[5,1-f][1,2,4]triazin-4(3H)-one C(C)OC1=C(C=C(C=C1)S(=O)(=O)N1CC(C1)N(C)CCCCO)C1=NN2C(C(N1)=O)=C(N=C2CCC)C